7-(1-(5-(1-(methylsulfonyl)ethyl)pyridin-2-yl)-1H-pyrazol-4-yl)-3H-imidazo[4,5-b]pyridine CS(=O)(=O)C(C)C=1C=CC(=NC1)N1N=CC(=C1)C1=C2C(=NC=C1)NC=N2